FC1=C(C=CC=C1C(F)(F)F)N1C(N(C2=CC=CC=C2C1=O)CC1=CC=C(C(=O)NO)C=C1)=O 4-((3-(2-fluoro-3-(trifluoromethyl)phenyl)-2,4-dioxo-3,4-dihydroquinazolin-1(2H)-yl)methyl)-N-hydroxybenzoamide